2-acetamido-N-(5-nitro-4-phenylthiazol-2-yl)benzamide C(C)(=O)NC1=C(C(=O)NC=2SC(=C(N2)C2=CC=CC=C2)[N+](=O)[O-])C=CC=C1